[K+].[K+].P(=O)([O-])([O-])O Phosphate Di-potassium